3-hydroxyhexahydro-2H-cyclopenta[B]furan-2-one OC1C2C(OC1=O)CCC2